1,3-bis(2,4,6-trimethylphenyl)imidazolium chloride Palladium [Pd].[Cl-].CC1=C(C(=CC(=C1)C)C)N1C=[N+](C=C1)C1=C(C=C(C=C1C)C)C